C1(=CC=C(C=CC=O)C=C1)OC anetholone